3,4-dihydro-2H-chromene-3-carboxamide O1CC(CC2=CC=CC=C12)C(=O)N